(R/S)-2-(3-(4-chlorophenyl)-3-(methoxy-d3)azetidin-1-yl)-4-((tetrahydro-2H-pyran-4-yl)amino)-6,7-dihydrothieno[3,2-d]pyrimidine 5-oxide ClC1=CC=C(C=C1)C1(CN(C1)C=1N=C(C2=C(N1)CC[S@]2=O)NC2CCOCC2)OC([2H])([2H])[2H] |r|